C=C(CCO)C(=O)OC[C@@H]1[C@H]([C@@H]([C@H](C(O1)O)O)O)O The molecule is a 6-O-acyl-D-glucose that is the 6-O-(4-hydroxy-2-methylenebutanoyl) derivative of D-glucopyranose. It has a role as an allergen and a metabolite. It is a 6-O-acyl-D-glucose and a homoallylic alcohol. It derives from a D-glucopyranose.